FC=1C=C(C=CC1OC)C=1N=C2N(C(C1)=O)C=C(C=C2)N2C[C@H]1N(CC[C@H]1C2)C 2-(3-fluoro-4-methoxyphenyl)-7-[(3as,6as)-1-methylhexahydropyrrolo[3,4-b]pyrrol-5(1H)-yl]-4H-pyrido[1,2-a]pyrimidin-4-one